4-tert-butylcyclohexene-1-boronic acid C(C)(C)(C)C1CC=C(CC1)B(O)O